ClC=1C=C2C(=NC=NC2=CC1C1=C(C=CC2=CC=CC=C12)O)N1CCN(CC1)C(C=C)=O 1-(4-(6-chloro-7-(2-hydroxy-naphthalen-1-yl)quinazolin-4-yl)piperazin-1-yl)prop-2-en-1-one